CC1=NNC=C1C(=O)OC methyl 3-methyl-1H-pyrazole-4-carboxylate